lithium Silicon Titanium Phosphate P(=O)([O-])([O-])[O-].[Ti+4].[Si+4].[Li+].P(=O)([O-])([O-])[O-].P(=O)([O-])([O-])[O-]